5-(4-benzyloxy-2-methyl-pyrazol-3-yl)pyridin-2-amine C(C1=CC=CC=C1)OC1=C(N(N=C1)C)C=1C=CC(=NC1)N